(3,5-dibromophenyl)dimesitylborane BrC=1C=C(C=C(C1)Br)B(C1=C(C=C(C=C1C)C)C)C1=C(C=C(C=C1C)C)C